ClC=1C=C2C=CN(C2=C(C1)C1=C2C(=NC=C1)C=C(S2)CN2C(CN(CC2=O)C)=O)CC2(CCNCC2)F 1-((7-(5-chloro-1-((4-fluoropiperidin-4-yl)methyl)-1H-indol-7-yl)thieno[3,2-b]pyridin-2-yl)methyl)-4-methylpiperazine-2,6-dione